7-iodo-azahypoxanthine IN1C=NC=2N=NNC(C12)=O